4-(1-Methyl-piperidin-4-yl)-N-[6-methyl-5-(4-pyridin-3-yl-pyrimidin-2-ylamino)-pyridin-3-yl]-2-trifluoromethyl-benzamide CN1CCC(CC1)C1=CC(=C(C(=O)NC=2C=NC(=C(C2)NC2=NC=CC(=N2)C=2C=NC=CC2)C)C=C1)C(F)(F)F